(3-(3-(oxetan-3-yl)-4-oxo-3,4-dihydro-phthalazin-1-yl)phenyl)ethylsulphonamide O1CC(C1)N1N=C(C2=CC=CC=C2C1=O)C=1C=C(C=CC1)CCS(=O)(=O)N